1-(4-Hydroxyphenyl)-3-(4-methylsulfanylphenyl)prop-2-en-1-one OC1=CC=C(C=C1)C(C=CC1=CC=C(C=C1)SC)=O